C(#N)CC1[C@](C2=CC=C3[C@]4(CC[C@]5(CC[C@](C[C@H]5[C@@]4(CC[C@]3(C2=CC1=O)C)C)(C(=O)O)C)C)C)(C)OC (2R,4aS,6aS,9S,12bR,14aS,14bR)-10-(cyanomethyl)-9-methoxy-2,4a,6a,9,12b,14a-hexamethyl-11-oxo-1,2,3,4,4a,5,6,6a,9,10,11,12b,13,14,14a,14b-hexadecahydropicene-2-carboxylic acid